CC1=C(C(NC(=C1)C)=O)CNC(=O)C1=CC(=C2C=NN(C2=C1C)C)N(C1CCOCC1)CC N-((4,6-dimethyl-2-oxo-1,2-dihydropyridin-3-yl)methyl)-4-(ethyl-(tetrahydro-2H-pyran-4-yl)amino)-1,7-dimethyl-1H-indazole-6-carboxamide